(R)-4-cyclopropyl-1,2,3-oxathiazolidine-3-carboxylic acid benzyl ester 2,2-dioxide C(C1=CC=CC=C1)OC(=O)N1S(OC[C@H]1C1CC1)(=O)=O